C(C)(C)(C)OC(=O)N[C@@H]1CN(CC[C@@H]1C(N[C@@H](CC1=CC=C(C=C1)C=1C=CC2=C(N(C(O2)=O)C)C1)C#N)=O)C(=O)OC(C)(C)C |r| tert-butyl (3S,4S)-(+/-)-cis-3-{[(tert-butoxy)carbonyl]amino}-4-{[(1S)-1-cyano-2-[4-(3-methyl-2-oxo-2,3-dihydro-1,3-benzoxazol-5-yl)phenyl]ethyl]carbamoyl}piperidine-1-carboxylate